7-(1-(2-(azetidin-1-yl)ethyl)-1H-pyrazol-4-yl)-1-(1-(2-fluoroacryloyl)azetidin-3-yl)-3-(4-(trifluoromethyl)phenyl)-1,3-dihydro-2H-imidazo[4,5-b]pyridin-2-one N1(CCC1)CCN1N=CC(=C1)C1=C2C(=NC=C1)N(C(N2C2CN(C2)C(C(=C)F)=O)=O)C2=CC=C(C=C2)C(F)(F)F